4-(6-((4-bromo-2-cyclopropoxybenzyl)oxy)pyridin-2-yl)piperidine-1-Carboxylic acid tert-butyl ester C(C)(C)(C)OC(=O)N1CCC(CC1)C1=NC(=CC=C1)OCC1=C(C=C(C=C1)Br)OC1CC1